4,6-diethyl-7-diethylaminocoumarin C(C)C1=CC(OC2=CC(=C(C=C12)CC)N(CC)CC)=O